2,4,6,8-tetrakis(4-methylbenzyl)-2,4,6,8-tetraazaadamantane-9,10-dione CC1=CC=C(CN2C3N(C4N(C(N(C2C4=O)CC4=CC=C(C=C4)C)C3=O)CC3=CC=C(C=C3)C)CC3=CC=C(C=C3)C)C=C1